C(C)C(C(=O)OCCOCCOCCO)CC triethylene glycol (2-ethylbutyrate)